C1(=CC=CC=C1)N(C(=O)C1=CC=C(C=C1)C1=NC2=C(C(O1)=O)C=CC=C2)C [p-(N-phenyl-N-methylcarbamoyl)phenyl]-3,1-benzoxazin-4-one